8-chloro-6-(((S)-(1-cyclopropyl-1H-1,2,3-triazol-4-yl)(6-fluoropyridin-3-yl)methyl-d)amino)-4-((3,3-dimethyltetrahydro-2H-pyran-4-yl)amino)quinoline-3-carbonitrile ClC=1C=C(C=C2C(=C(C=NC12)C#N)NC1C(COCC1)(C)C)N[C@@]([2H])(C=1C=NC(=CC1)F)C=1N=NN(C1)C1CC1